hydroxymethyl ethylene acrylate C(C=C)(=O)O.OCC=C